FC(OC1=C(C=C(C=C1)C=1OC(=NN1)N(C)C1C2CC3CC(CC1C3)(C2)F)O)F 2-(difluoromethoxy)-5-(5-((5-fluoroadamantan-2-yl)(methyl)amino)-1,3,4-oxadiazol-2-yl)phenol